C(C)(=O)[O-].C(C)[NH+]1C=C(C=C1)C 1-ethyl-3-methylpyrrolium acetate